5-(3-(2,2-Difluoroethyl)-2-methyl-3H-imidazo[4,5-b]pyridin-5-yl)-N2-(cis-4-methoxycyclohexyl)-N4-methylpyrrolo[2,1-f][1,2,4]triazine-2,4-diamine FC(CN1C(=NC=2C1=NC(=CC2)C=2C=CN1N=C(N=C(C12)NC)N[C@@H]1CC[C@@H](CC1)OC)C)F